[4-(2-methylpyrazol-3-yl)indazol-1-yl]acetic acid CN1N=CC=C1C1=C2C=NN(C2=CC=C1)CC(=O)O